FC1=CC=C(C=C1)NC(=O)C1(CC1)C(=O)NC1=CC=C(C=C1)OC=1C2=C(N=CN1)C=C(C=N2)C=2C=NN(C2)C 1-N'-(4-fluorophenyl)-1-N-[4-[7-(1-methylpyrazol-4-yl)pyrido[3,2-d]pyrimidin-4-yl]oxyphenyl]cyclopropane-1,1-dicarboxamide